2-tert.-Butylhydroquinone C(C)(C)(C)C1=C(O)C=CC(=C1)O